C(#C)[C@@]1(C(N(C[C@H]1C)C)=O)O (3s,4r)-3-ethynyl-3-hydroxy-1,4-dimethylpyrrolidin-2-one